FC1=CC=C(C=C1)CNC(=O)C=1C(=NC(=CC1C)N1[C@@H](COCC1)C)C(C)C N-[(4-Fluorophenyl)-methyl]-2-isopropyl-4-methyl-6-[(3R)-3-methyl-morpholin-4-yl]-pyridine-3-carboxylic acid amide